C(C)(=O)C1=NN(C2=C(C=C(C=C12)C=1C=NC(=NC1)C)CN(C)C)CC(=O)N1[C@@H]2C[C@@]2(C[C@H]1C(=O)NC1=NC(=CC=C1C)Br)C (1R,3S,5R)-2-(2-(3-acetyl-7-((dimethylamino)methyl)-5-(2-methylpyrimidin-5-yl)-1H-indazol-1-yl)acetyl)-N-(6-bromo-3-methylpyridin-2-yl)-5-methyl-2-azabicyclo[3.1.0]hexane-3-carboxamide